tert-butyl (R)-2-(4-(6-(6-(2-(3-fluoro phenyl)pyrrolidin-1-yl) imidazo[1,2-b]pyridazin-3-yl)pyridin-2-yl)piperazin-1-yl)acetate FC=1C=C(C=CC1)[C@@H]1N(CCC1)C=1C=CC=2N(N1)C(=CN2)C2=CC=CC(=N2)N2CCN(CC2)CC(=O)OC(C)(C)C